hexylene diacrylate C(C=C)(=O)OCCCCCCOC(C=C)=O